1-(3-(pyrrolidin-1-yl)phenyl)piperazine hydrochloride Cl.N1(CCCC1)C=1C=C(C=CC1)N1CCNCC1